CN(C=1C=C(C=CC1)[C@@H]1N(OCC1)C1=CC(=NC=N1)NC1=C(C=C(C=C1)N1CCC(CC1)N1CCN(CC1)C)OC)C (R)-6-(3-(3-(di-methylamino)phenyl)isoxazolidin-2-yl)-N-(2-methoxy-4-(4-(4-methylpiperazin-1-yl)piperidin-1-yl)phenyl)pyrimidin-4-amine